C1(CC1)N1CCC(CC1)NC=1C2=CC(=C(C=C2N=C2CCCCC12)OCC)OC N-(1-cyclopropylpiperidin-4-yl)-6-ethoxy-7-methoxy-1,2,3,4-tetrahydroacridin-9-amine